COC(=O)C=1OC=CC1 furan-2-carboxylic acid methyl ester